2-[4-(2-methylphenyl)-4-oxobutanoyl]-5-({2-[4-(2-methylphenyl)-4-oxobutanoyl]-1,3-dioxo-2,3-dihydro-1H-inden-5-yl}sulfonyl)-2,3-dihydro-1H-indene-1,3-dione CC1=C(C=CC=C1)C(CCC(=O)C1C(C2=CC=C(C=C2C1=O)S(=O)(=O)C=1C=C2C(C(C(C2=CC1)=O)C(CCC(=O)C1=C(C=CC=C1)C)=O)=O)=O)=O